2-Fluoro-3-hydroxybenzonitrile FC1=C(C#N)C=CC=C1O